2-Amino-4-bromo-N-[(4-chlorophenyl)methyl]-5-methoxybenzamide NC1=C(C(=O)NCC2=CC=C(C=C2)Cl)C=C(C(=C1)Br)OC